NC1=C(SC2=NC(=CC=C21)C)C(=O)NC2CC=1C=CC(=NC1CC2)N2CC(C(C2)OCC2(CC2)OC)N 3-amino-N-(2-{3-amino-4-[(1-methoxycyclopropyl)methoxy]pyrrolidin-1-yl}-5,6,7,8-tetrahydroquinolin-6-yl)-6-methylthieno[2,3-b]pyridine-2-carboxamide